C(=CC)N1NC2=C(N=NC(=C2)Cl)C1=O 2-propenyl-6-chloro-1,2-dihydro-3H-pyrazolo[4,3-c]Pyridazin-3-one